2-(1,2-dimercaptoethyl)-4-mercapto-1,3,5-trithiane SC(CS)C1SCSC(S1)S